C(CCCCCCC)[Si](C(C)C)(C(C)C)C(C)C n-octyltriisopropylsilane